Ethyl 2-(4-((4-(5-acetylpyridin-2-yl) piperazin-1-yl) methyl)-2,6-dimethylphenoxy)-2-methylpropionate C(C)(=O)C=1C=CC(=NC1)N1CCN(CC1)CC1=CC(=C(OC(C(=O)OCC)(C)C)C(=C1)C)C